(S)-N-(1-(5-(N-oxetan-3-ylsulfamoyl)naphthalen-1-ylamino)-1-oxo-3-phenylpropan-2-yl)cyclohexanecarboxamide ethyl-(2,2,2-trifluoroethanethioyl)glycinate C(C)N(CC(=O)O)C(C(F)(F)F)=S.O1CC(C1)NS(=O)(=O)C1=C2C=CC=C(C2=CC=C1)NC([C@H](CC1=CC=CC=C1)NC(=O)C1CCCCC1)=O